(S)-7-(1-(4-Amino-3-(3-fluoro-4-isopropoxyphenyl)-1H-pyrazolo[3,4-d]pyrimidin-1-yl)ethyl)-3-methyl-6-phenyl-5H-thiazolo[3,2-a]pyridin-5-one NC1=C2C(=NC=N1)N(N=C2C2=CC(=C(C=C2)OC(C)C)F)[C@@H](C)C=2C=C1N(C(C2C2=CC=CC=C2)=O)C(=CS1)C